(3-(piperazin-1-yl)phenyl)-5-(m-tolyl)imidazo[1,2-a]pyrazin-8-amine N1(CCNCC1)C=1C=C(C=CC1)C=1N=C2N(C(=CN=C2N)C=2C=C(C=CC2)C)C1